2-benzyl-7-(naphthalen-1-ylmethyl)-5-oxo-8-(3-(trifluoromethyl)phenyl)-5H-thiazolo[3,2-a]pyridine C(C1=CC=CC=C1)C1=CN2C(=C(C(=CC2=O)CC2=CC=CC3=CC=CC=C23)C2=CC(=CC=C2)C(F)(F)F)S1